ClC=1C=CC=2N(C1)N=C(C2\C=C\[N+](=O)[O-])COC2OCCCC2 (E)-6-Chloro-3-(2-nitrovinyl)-2-(((tetrahydro-2H-pyran-2-yl)oxy)methyl)pyrazolo[1,5-a]pyridine